NC1=NN2C(C=C(C=C2C(=O)N[C@@H](C)CC)C=2C=NN(C2)C(C(C)C)C2=CC=CC=C2)=N1 2-Amino-N-[(2S)-butan-2-yl]-7-{1-[2-methyl-1-phenylpropyl]-1H-pyrazol-4-yl}[1,2,4]triazolo[1,5-a]pyridine-5-carboxamide